p-tolylhexa-1,3,5-trien C1(=CC=C(C=C1)C=CC=CC=C)C